C(CCCCCC(C)(C)C)(=O)[O-].C(CCCCCC(C)(C)C)(=O)[O-].[Sn+2] stannous dineodecanoate